1,3-bis(diphenylphosphino)-propane palladium [Pd].C1(=CC=CC=C1)P(CCCP(C1=CC=CC=C1)C1=CC=CC=C1)C1=CC=CC=C1